(cyclopropylmethoxy)-N-[3-(hydroxymethyl)-2-oxopyrrolidin-3-yl]-2-methyl-2H-indazole-3-carboxamide C1(CC1)COC=1C2=C(N(N=C2C=CC1)C)C(=O)NC1(C(NCC1)=O)CO